C[C@H](C=C)S(=O)(=O)N (R)-BUT-3-ENE-2-SULFONAMIDE